5-[4-cyclopropyl-7-[rac-(3R)-1-methyl-3-piperidyl]imidazo[4,5-c]pyridazin-3-yl]-2-methyl-1,3-benzothiazol-4-ol C1(CC1)C=1C2=C(N=NC1C1=CC=C3C(N=C(S3)C)=C1O)N(C=N2)[C@H]2CN(CCC2)C |r|